C(C)OC(=O)C1=CC(=NN1C1=NC=CC=C1Cl)OC1=CS(C1)(=O)=O ethyl-1-(3-chloropyridin-2-yl)-3-((1,1-dioxothietin-3-yl) oxy)-1H-pyrazole-5-carboxylate